ClC=1C=CC(=C(C1)CCC=1N=C(C2=C(N1)OC(=C2C(=O)N)C)NC2(CC2)C)F [2-(5-chloro-2-fluorophenyl)ethyl]-6-methyl-4-[(1-methylcyclopropyl)amino]furo[2,3-d]pyrimidine-5-carboxamide